N-methyl-N-ethylmorpholinium tetracyanoborate C(#N)[B-](C#N)(C#N)C#N.C[N+]1(CCOCC1)CC